C(C=C)(=O)N1[C@H](CN(CC1)C1=NC(=NC=2CC(CCC12)N1CCCC2=CC=CC=C12)OC[C@H]1N(CCC1)C(C)C)CC#N 2-((2S)-1-Acryloyl-4-(7-(3,4-dihydroquinolin-1(2H)-yl)-2-(((S)-1-isopropylpyrrolidin-2-yl)methoxy)-5,6,7,8-tetrahydroquinazolin-4-yl)piperazin-2-yl)acetonitrile